1-(Spiro[2.3]hexan-5-yl)ethan-1-one C1CC12CC(C2)C(C)=O